6-[({[(1-methyl-1H-tetrazol-5-yl)(phenyl)methylene]amino}oxy)methyl]pyridin CN1N=NN=C1C(C1=CC=CC=C1)=NOCC1=CC=CC=N1